ClC=1C(=NC=C(C1)NC(C1=C(C=C(C(=C1)F)C1=C(C=NC=C1)C#C)Cl)=O)C(=O)NCC(C)(C)C 3-chloro-5-(2-chloro-4-(3-ethynylpyridin-4-yl)-5-fluorobenzamido)-N-neopentylpicolinamide